C(C1=CC=CC=C1)OC=1C=C(C=CC1)C(C(=O)OC)Cl methyl 2-(3-(benzyloxy) phenyl)-2-chloroacetate